BrC1=CC=C(C(=N1)[N+](=O)[O-])O 6-bromo-2-nitropyridin-3-ol